N-[1-(2,6-Difluoro-4-methoxyphenyl)-4-(oxan-4-yl)-1H-imidazol-2-yl]-4-(difluoromethoxy)benzamide FC1=C(C(=CC(=C1)OC)F)N1C(=NC(=C1)C1CCOCC1)NC(C1=CC=C(C=C1)OC(F)F)=O